1-cyclobutyl-5-((2S,3R,4S,5R)-3,4-dihydroxy-5-(Hydroxymethyl)tetrahydrofuran-2-yl)pyrimidine-2,4(1H,3H)-dione C1(CCC1)N1C(NC(C(=C1)[C@@H]1O[C@@H]([C@H]([C@H]1O)O)CO)=O)=O